2-[[7-amino-4-(1-methylindazol-6-yl)-1-oxo-isoindolin-2-yl]methyl]prop-2-enamide NC=1C=CC(=C2CN(C(C12)=O)CC(C(=O)N)=C)C1=CC=C2C=NN(C2=C1)C